NC1=C(N=CC(=N1)N1CCC2(CC1)C(C1=CC(=CC=C1C2)OC2CCCC2)N)SC2=C(C(=NC=C2)N)Cl 1'-(6-amino-5-((2-amino-3-chloropyridin-4-yl)thio)pyrazin-2-yl)-6-(cyclopentyloxy)-1,3-dihydrospiro[indene-2,4'-piperidin]-1-amine